3-(methoxycarbonyl)-1-methyl-1H-pyrazole COC(=O)C1=NN(C=C1)C